2-hydroxy-1-(4-isopropenylphenyl)-2-methylpropan-1-ONE OC(C(=O)C1=CC=C(C=C1)C(=C)C)(C)C